(S)-3-(benzyloxy)-2-methoxy-7,12-dihydrobenzo[5,6][1,4]diazepino[1,2-b]isoquinolin-14(6aH)-one C(C1=CC=CC=C1)OC=1C(=CC2=C(N=C[C@H]3N(CC4=CC=CC=C4C3)C2=O)C1)OC